OC1=C(C=CC=C1)C1=CC=C(C=C1)O 4-(2-hydroxyphenyl)phenol